[I-].Cl.N1=CC=CC=C1 pyridine monohydrochloride iodide